C1(=CC=C(C=C1)C1=NC(=NC(=N1)Cl)C1=C(C(=C(C(=C1[2H])[2H])[2H])[2H])[2H])C1=CC=CC=C1 2-([1,1'-biphenyl]-4-yl)-4-chloro-6-(phenyl-d5)-1,3,5-triazine